mono(1,3-bis(tert-butyldimethylsilyl)indenyl)gadolinium [Si](C)(C)(C(C)(C)C)C1C(=C(C2=CC=CC=C12)[Si](C)(C)C(C)(C)C)[Gd]